tert-butyl 4-allyl-4-hydroxy-2,2-dimethylpiperidine-1-carboxylate C(C=C)C1(CC(N(CC1)C(=O)OC(C)(C)C)(C)C)O